COC1=C(C=CC(=C1)OC)CNC=1N=CC2=C(N1)N(C(C(=C2)N2CCN(C1=C(C=CC=C21)C)C(=O)OCC2=CC=CC=C2)=O)C2=CC=C(C=C2)CN2CCN(CC2)C benzyl 4-[2-[(2,4-dimethoxyphenyl)methylamino]-8-[4-[(4-methylpiperazin-1-yl)methyl]phenyl]-7-oxo-pyrido[2,3-d]pyrimidin-6-yl]-8-methyl-2,3-dihydroquinoxaline-1-carboxylate